1-[4-(3-{5-[(R)-(4-bromo-phenyl)-hydroxy-(3-methyl-azetidin-3-yl)-methyl]-pyridin-3-yl}-[1,2,4]Oxadiazol-5-yl)-piperidin-1-yl]-ethanone, hydrochloride Cl.BrC1=CC=C(C=C1)[C@](C=1C=C(C=NC1)C1=NOC(=N1)C1CCN(CC1)C(C)=O)(C1(CNC1)C)O